F[C@@H]1COCC[C@H]1N1C(C2=CC(=C(C=C2C1)NC(=O)C=1C=NN2C1N=CC=C2)N2CCOCC2)=O N-(2-((3S,4R)-3-fluorotetrahydro-2H-pyran-4-yl)-6-morpholino-1-oxoisoindolin-5-yl)pyrazolo[1,5-a]pyrimidine-3-carboxamide